C(CC)OC([C@@H](N)CCC(=O)O)=O glutamic acid propyl ester